aza-benzotriazol-1-yloxy-trispyrrolidinyl-phosphonium hexafluorophosphate F[P-](F)(F)(F)(F)F.N1(N=NC2=C1C=CC=N2)O[P+](N2CCCC2)(N2CCCC2)N2CCCC2